CC1=C(NC(=C1)C)C=O 3,5-dimethyl-1H-pyrrole-2-formaldehyde